FC[C@@H]1C[C@@H](NCC1)C1=CC=CC=C1 |r| racemic-(2r,4s)-4-(fluoromethyl)-2-phenylpiperidine